(S)-N-(5-(2-(2-aminopyridin-3-yl)-5-bromo-3H-imidazo[4,5-b]pyridin-3-yl)-2,3-dihydro-1H-inden-1-yl)-4-(benzyloxy)-5-(1,3-dioxolan-2-yl)-2,3-difluorobenzamide NC1=NC=CC=C1C1=NC=2C(=NC(=CC2)Br)N1C=1C=C2CC[C@@H](C2=CC1)NC(C1=C(C(=C(C(=C1)C1OCCO1)OCC1=CC=CC=C1)F)F)=O